N-{2-[(phenylthiocarbamoyl)amino]-2-[3-(trifluoromethyl)phenyl]ethyl}propanamide C1(=CC=CC=C1)NC(=S)NC(CNC(CC)=O)C1=CC(=CC=C1)C(F)(F)F